FC=1C=C(C=NC1)CN1N=C(C=CC1=O)C=1C=NC(=NC1)OCC(F)(F)F 2-((5-fluoropyridin-3-yl)methyl)-6-(2-(2,2,2-trifluoroethoxy)pyrimidin-5-yl)pyridazine-3(2H)-one